5-(4-(4-hydroxyphenyl)piperidin-1-yl)-3-(trifluoromethyl)pyridinecarbonitrile OC1=CC=C(C=C1)C1CCN(CC1)C=1C=C(C(=NC1)C#N)C(F)(F)F